N~2~-[2-({[4-(3-fluorophenyl)cyclohexyl]oxy}methyl)pyridin-3-yl]-N~1~,N~1~-dimethylethanediamide FC=1C=C(C=CC1)C1CCC(CC1)OCC1=NC=CC=C1NC(C(=O)N(C)C)=O